C(C)C1=CC(CC(=C1)CC)(C)C 2,4-diethyl-6,6-dimethyl-1,3-cyclohexadiene